tert-butyl 4-(5-bromo-1H-pyrazolo[3,4-c]pyridin-1-yl)thiophene-2-carboxylate BrC=1C=C2C(=CN1)N(N=C2)C=2C=C(SC2)C(=O)OC(C)(C)C